CO[Si](CCCC)(CCCC)OC Dimethoxy(dibutyl)silane